BrC=1C=C(C(=NC1)OC1=CC(=C(C#N)C=C1)F)F 4-((5-bromo-3-fluoropyridin-2-yl)oxy)-2-fluorobenzonitrile